3-amino-2-bromo-4-methyl-phenol NC=1C(=C(C=CC1C)O)Br